1-(4-chloro-phenyl)ethanol ClC1=CC=C(C=C1)C(C)O